N-(2,4-dichlorophenyl)-2-(6-oxo-3-phenylpyridazin-1(6H)-yl)acetamide ClC1=C(C=CC(=C1)Cl)NC(CN1N=C(C=CC1=O)C1=CC=CC=C1)=O